C(#N)CC(=O)NC1=NC=NS1 2-cyano-N-(1,2,4-thiadiazol-5-yl)acetamide